(1R,5S,6r)-3-azabicyclo[3.1.0]hex-6-yl-(2,2-dimethyl-2,3,3a,7a-tetrahydro-1H-indol-1-yl)methanone TFA salt OC(=O)C(F)(F)F.[C@H]12CNC[C@@H]2C1C(=O)N1C(CC2C=CC=CC12)(C)C